3-[1,4-dimethyl-7-(trifluoromethyl)-1H-benzotriazol-5-yl]propanoic acid CN1N=NC2=C1C(=CC(=C2C)CCC(=O)O)C(F)(F)F